8-(2,6-di(bicyclo[1.1.1]pentan-1-yl)pyridin-3-yl)-3-methyl-6-oxo-3,4-dihydro-2H,6H-pyrimido[2,1-b][1,3]thiazine-7-carbonitrile C12(CC(C1)C2)C2=NC(=CC=C2C=2N=C1SCC(CN1C(C2C#N)=O)C)C21CC(C2)C1